methyl 5-chloro-2'-(difluoromethyl)-5'-methoxy-[3,4'-bipyridine]-2-carboxylate ClC=1C=C(C(=NC1)C(=O)OC)C1=CC(=NC=C1OC)C(F)F